4-[(E)-3-Oxo-3-(4-trimethylgermylphenyl)prop-1-enyl]benzoic acid O=C(/C=C/C1=CC=C(C(=O)O)C=C1)C1=CC=C(C=C1)[Ge](C)(C)C